2,5-dichloro-N-(3-((2-chloropyrimidin-5-yl)ethynyl)-2,4-difluorophenyl)benzenesulfonamide ClC1=C(C=C(C=C1)Cl)S(=O)(=O)NC1=C(C(=C(C=C1)F)C#CC=1C=NC(=NC1)Cl)F